ClC=1C=C(C=CC1N1N=CN=C1C)NC(=O)C=1C=NN(C1C(F)(F)F)C1=CN=CC2=CC=CC=C12 N-(3-Chloro-4-(5-methyl-1H-1,2,4-triazol-1-yl)phenyl)-1-(isochinolin-4-yl)-5-(trifluoromethyl)-1H-pyrazol-4-carboxamid